C(C)C=1C=2N(C=C(C1)C=1N=C3N(C(C1)=O)C=C(C=C3)N3CCN(CC3)CCO)C=C(N2)C 2-(8-ethyl-2-methylimidazo[1,2-a]pyridin-6-yl)-7-[4-(2-hydroxyethyl)piperazin-1-yl]-4H-pyrido[1,2-a]pyrimidin-4-one